ClC1=C(C=C2C(C(=CN(C2=C1)C1CC1)C(=O)NC1CCN(CC1)C[C@@H](COC1=CC(=C(C=C1)Cl)F)O)=O)F (S)-7-chloro-N-(1-(3-(4-chloro-3-fluorophenoxy)-2-hydroxypropyl)piperidin-4-yl)-1-cyclopropyl-6-fluoro-4-oxo-1,4-dihydroquinoline-3-carboxamide